3-(2-(3-Chlorophenyl)-3-oxoindolin-2-yl)-1-ethyl-4-hydroxypyrrolidine-2,5-dione ClC=1C=C(C=CC1)C1(NC2=CC=CC=C2C1=O)C1C(N(C(C1O)=O)CC)=O